C1(=CC=CC=C1)S(=O)(=O)N1C(=CC2=CC=CC=C12)C(=O)O 1-(Phenyl-sulfonyl)-1H-indole-2-carboxylic acid